OC(C1=CC(=C(N=N1)C1=C(C=C(C=C1)C(F)(F)F)O)C)C=1C=NC=CC1 2-(6-(hydroxy(pyridin-3-yl)methyl)-4-methylpyridazin-3-yl)-5-(trifluoromethyl)phenol